N1(N=CC=C1)CC=1C=CC(=NC1OC)C(=O)OC Methyl 5-((1H-pyrazol-1-yl)methyl)-6-methoxypicolinate